[(2,4-dimethoxyphenyl)methyl]amine COC1=C(C=CC(=C1)OC)CN